6-(1-(tert-Butyl)-1H-pyrazol-4-yl)pyridin-2-amine C(C)(C)(C)N1N=CC(=C1)C1=CC=CC(=N1)N